NC1=C(C=CC=C1)NC1=NC(=NC=C1C(F)(F)F)N[C@@H]1CNCCC1 N4-(2-aminophenyl)-N2-[(3S)-piperidin-3-yl]-5-(trifluoromethyl)pyrimidine-2,4-diamine